5,6-dimethylphenyl-imidazole CC=1C=CC=C(C1C)C=1NC=CN1